C(CCCCCCC)[Al](OC1=C(C=CC=C1C(C)(C)C)C(C)(C)C)OC1=C(C=CC=C1C(C)(C)C)C(C)(C)C n-octyl-bis(2,6-di-t-butylphenoxy)aluminum